1,3-bis(dicyanomethylene)indane C(#N)C(=C1CC(C2=CC=CC=C12)=C(C#N)C#N)C#N